(E)-4-(3-(2-(3,7-dimethylocta-2,6-dien-1-yl)-3-methoxy-5-pentylphenoxy)-3-oxopropyl)morpholin-4-ium-3-ide C\C(=C/CC1=C(OC(CC[NH+]2[CH-]COCC2)=O)C=C(C=C1OC)CCCCC)\CCC=C(C)C